COC1=NC=NC(=C1C=O)OC 4,6-dimethoxypyrimidine-5-carbaldehyde